C(C)OC1=C(O[C@H]2CN(CCC2)C2=CN=CC(=N2)NC=2SC=C(N2)C2=CC=CC=C2)C=CC=C1 (R)-N-(6-(3-(2-ethoxyphenoxy)piperidin-1-yl)pyrazin-2-yl)-4-phenylthiazol-2-amine